N-(3-(((7-(1H-Pyrazol-4-yl)-2,3-dihydrofuro[3,2-c]pyridin-4-yl)amino)methyl)phenyl)-4-((dimethylamino)methyl)benzamid N1N=CC(=C1)C=1C2=C(C(=NC1)NCC=1C=C(C=CC1)NC(C1=CC=C(C=C1)CN(C)C)=O)CCO2